C(C1=CC=CC=C1)[C@H]1NC1 (R)-2-benzyl-aziridine